CC(CC)CCCC(C)(OC)C 3,7-dimethyl-7-methoxyoctane